CC1=C(C(NC(=C1)C)=O)CN1C(C=2C(=C3C(=C(C2CC1)C)OC(O3)(C)C31CCC(CC3)(CC1)NC(OC(C)(C)C)=O)C)=O t-butyl (4-(6-((4,6-dimethyl-2-oxo-1,2-dihydropyridin-3-yl)methyl)-2,4,9-trimethyl-5-oxo-5,6,7,8-tetrahydro-[1,3]dioxolo[4,5-g]isoquinolin-2-yl)bicyclo[2.2.2]octan-1-yl)carbamate